CS(=O)(=O)C1=CC=C(N)C=C1 4-methylsulfonyl-aniline